1-(4-((4-(Isoindolin-2-ylmethyl)-2-(methylsulfonyl)phenoxy)methyl)piperidin-1-yl)ethan-1-one C1N(CC2=CC=CC=C12)CC1=CC(=C(OCC2CCN(CC2)C(C)=O)C=C1)S(=O)(=O)C